hydroxyiodide OI